ethyl 3-(3-(1-(5-(5-((4-(bromomethyl)-6-fluoro-1-tosyl-1H-indol-5-yl)oxy)-2-fluorophenyl)-1H-pyrazol-1-yl)but-3-en-1-yl)phenyl)-propanoate BrCC1=C2C=CN(C2=CC(=C1OC=1C=CC(=C(C1)C1=CC=NN1C(CC=C)C=1C=C(C=CC1)CCC(=O)OCC)F)F)S(=O)(=O)C1=CC=C(C)C=C1